CN1C=NC=C(C1=O)C1=CC=C(C=C1)C1(CC1)N1C(=NN=C1C(C)C1=CC=CC=C1)C(=O)N (1-(4-(1-methyl-6-oxo-1,6-dihydropyrimidin-5-yl)phenyl)cyclopropyl)-5-(1-phenylethyl)-4H-1,2,4-triazole-3-carboxamide